ClC1=CC(=C(C=C1)C=1C=2N(N=C(C1)N1CC(OCC1)C=1OC(=NN1)C)C(C(=C(N2)C)C)=O)F 9-(4-chloro-2-fluoro-phenyl)-2,3-dimethyl-7-[2-(5-methyl-1,3,4-oxadiazol-2-yl)morpholino]pyrimido[1,2-b]pyridazin-4-one